OC1=C2C(C(=C(OC2=CC(=C1C)O)C1=CC=CC=C1)CC1=CC=C(C=C1)O)=O 5,7-dihydroxy-6-methyl-3-p-hydroxybenzyl-flavone